N-(1-isopropylpyrazol-4-yl)-5-[2-methyl-5-[[(2S)-morpholin-2-yl]methoxy]-4-pyridyl]pyrazolo[1,5-a]pyridin-2-amine C(C)(C)N1N=CC(=C1)NC1=NN2C(C=C(C=C2)C2=CC(=NC=C2OC[C@@H]2CNCCO2)C)=C1